N-{4-[(5-Chloro-thiophen-2-ylmethyl)-(methyl)amino]-2-methylphenyl}-2-thiophen-2-yl-acetamide ClC1=CC=C(S1)CN(C1=CC(=C(C=C1)NC(CC=1SC=CC1)=O)C)C